2,4-dichloro-5-chloromethylfluorobenzene ClC1=C(C=C(C(=C1)Cl)CCl)F